NC=1C=CC(=NC1C1=CCC(CC1)(C)C)C1CC(OC(C1)(C)C)(C(=O)OCC)C ethyl 4-[5-amino-6-(4,4-dimethylcyclohexen-1-yl)-2-pyridyl]-2,6,6-trimethyl-tetrahydropyran-2-carboxylate